(tetramethylcyclopentadienyl)(1,3-dimethylindenyl)zirconium CC=1C(=C(C(C1)(C)[Zr]C=1C(C2=CC=CC=C2C1C)C)C)C